C(C)OC(C(F)(F)Cl)=O 2-chloro-2,2-difluoroacetic acid ethyl ester